CC1=C(C(=O)P(C2=CC=C(C=C2)C)(C2=CC=C(C=C2)C)=O)C(=CC(=C1)C)C 2,4,6-trimethyl-benzoyl-di(p-tolyl)phosphine oxide